3-(1-benzoxycyclopropyl)-1H-1,2,4-triazole C(C1=CC=CC=C1)OC1(CC1)C1=NNC=N1